1-cyclobutyl-N-((2-((5-(6-methoxy-1H-indazol-4-yl)-1,3,4-thiadiazol-2-yl)methyl)imidazo[1,2-a]pyridin-6-yl)methyl)methylamine C1(CCC1)CNCC=1C=CC=2N(C1)C=C(N2)CC=2SC(=NN2)C2=C1C=NNC1=CC(=C2)OC